N-(5-((6-(3,3-dimethyl-5-(1-methyl-1H-pyrazol-4-yl)-2,3-dihydro-1H-pyrrolo[3,2-b]pyridin-1-yl)pyrimidin-4-yl)amino)-2-((2-(dimethylamino)ethyl)(methyl)amino)-4-methoxyphenyl)acrylamide CC1(CN(C=2C1=NC(=CC2)C=2C=NN(C2)C)C2=CC(=NC=N2)NC=2C(=CC(=C(C2)NC(C=C)=O)N(C)CCN(C)C)OC)C